NCC1=C(SC(=C1)Cl)C1=NC=C(C(=N1)C)O[C@@H]1C[C@H](CCC1)C(=O)OC methyl (1S,3S)-3-((2-(3-(aminomethyl)-5-chlorothiophen-2-yl)-4-methylpyrimidin-5-yl)oxy)cyclohexane-1-carboxylate